N-[5-[4-[(5-fluoro-2-pyridyl)amino]cyclohexoxy]-7-morpholino-1,6-naphthyridin-3-yl]methanesulfonamide FC=1C=CC(=NC1)NC1CCC(CC1)OC1=C2C=C(C=NC2=CC(=N1)N1CCOCC1)NS(=O)(=O)C